ClC1=CC=C(OCC(CC(C#N)C#N)SC2=NC=CC=C2C#N)C=C1 2-[3-(4-chlorophenoxy)-2-[(3-cyano-2-pyridinyl)sulfanyl]propyl]malononitrile